N-[9-[(2R,4R,5R)-5-[[bis(4-methoxyphenyl)-phenyl-methoxy]methyl]-4-hydroxy-tetrahydrofuran-2-yl]-2-(2-methylpropanoylamino)purin-6-yl]-2-methyl-propanamide COC1=CC=C(C=C1)C(OC[C@@H]1[C@@H](C[C@@H](O1)N1C2=NC(=NC(=C2N=C1)NC(C(C)C)=O)NC(C(C)C)=O)O)(C1=CC=CC=C1)C1=CC=C(C=C1)OC